OC1=C(C=C2SCC(N2)=O)C=C(C=C1)[N+](=O)[O-] 2-hydroxy-5-nitrobenzylidenethiazolidine-4-one